chromium-cerium [Ce].[Cr]